BrC1=CC=C(C=C1)[C@]12[C@](C3=NC=C(C=C3O1)Cl)([C@@H]([C@@H]([C@H]2C2=CC=CC=C2)CN2C(COCC2)(C)C)O)O |r| rac-(5aR,6S,7S,8R,8aS)-5a-(4-bromophenyl)-3-chloro-7-((3,3-dimethylmorpholinyl)methyl)-6-phenyl-5a,6,7,8-tetrahydro-8aH-cyclopenta[4,5]furo[3,2-b]pyridine-8,8a-diol